Diethyl (4-Cyanophenyl)methylenedicarbamate C(#N)C1=CC=C(C=C1)C(NC(OCC)=O)NC(OCC)=O